C(CCC)P(CCCCS(=O)(=O)O)CCCC 4-(di-n-butylphosphino)butane-1-sulfonic acid